ClC=1C=CC(=NC1)NCC1=CC=C(C=C1)C1=NOC(=N1)C 5-chloro-N-(4-(5-methyl-1,2,4-oxadiazol-3-yl)benzyl)pyridin-2-amine